1,3-difluorooctane FCCC(CCCCC)F